(RS)-3-((4-(2-((2,6-dimethylpyrimidin-4-yl)amino)pyrazolo[1,5-a]pyridin-5-yl)-6-methylpyridin-3-yl)oxy)tetrahydrothiophene 1,1-dioxide CC1=NC(=CC(=N1)NC1=NN2C(C=C(C=C2)C2=C(C=NC(=C2)C)O[C@H]2CS(CC2)(=O)=O)=C1)C |r|